hexa-(benzyl)naphthol C(C1=CC=CC=C1)C1=C(C(=C2C(=C(C(=C(C2=C1)O)CC1=CC=CC=C1)CC1=CC=CC=C1)CC1=CC=CC=C1)CC1=CC=CC=C1)CC1=CC=CC=C1